Cl.C1=C(C=CC2=CC=CC=C12)C1=CC2=C(OC3(CCNCC3)OC2)C=C1 6-(2-naphthyl)spiro[4H-1,3-benzodioxine-2,4'-piperidine] HCl